C(C1=CC=CC=C1)OC=1C2=C(N=C(N1)SC)SC1=C2C=CN=C1Cl 4-(benzyloxy)-8-chloro-2-(methylthio)pyrido[4',3':4,5]thieno[2,3-d]pyrimidine